ClC=1C=C(C=C(C1OC[C@H](CCl)O)Cl)C(C)(C)C1=CC=C(OC[C@@H](CO)O)C=C1 (R)-3-(4-(2-(3,5-dichloro-4-((R)-3-chloro-2-hydroxypropoxy)phenyl)propan-2-yl)phenoxy)propane-1,2-diol